1,1'-methylene-bis(2,7-naphthalenediol) C(C1=C(C=CC2=CC=C(C=C12)O)O)C1=C(C=CC2=CC=C(C=C12)O)O